N-(3-((2R,3S,5R)-6-amino-3,5-difluoro-2,5-dimethyl-2,3,4,5-tetrahydropyridin-2-yl)-4-fluorophenyl)-5-(difluoromethyl)pyrazine-2-carboxamide NC=1[C@](C[C@@H]([C@@](N1)(C)C=1C=C(C=CC1F)NC(=O)C1=NC=C(N=C1)C(F)F)F)(C)F